(biphenyl-4-yl)-[4-{1-(dibenzofuran-4-yl)naphthalene-2-yl}phenyl]amine C1(=CC=C(C=C1)NC1=CC=C(C=C1)C1=C(C2=CC=CC=C2C=C1)C1=CC=CC2=C1OC1=C2C=CC=C1)C1=CC=CC=C1